3-(2-methyl-5-((7-(4-(oxetane-3-yl)piperazin-1-yl)heptyl)amino)-4-oxoquinazoline-3(4H)-yl)piperidine-2,6-dione CC1=NC2=CC=CC(=C2C(N1C1C(NC(CC1)=O)=O)=O)NCCCCCCCN1CCN(CC1)C1COC1